[K+].C(=O)[O-] formate potassium